amino-7-(3-hydroxy-2,6-dimethylphenyl)-5-(pyridin-4-yl)-3,4-dihydroisoquinolin-1(2H)-one NN1C(C2=CC(=CC(=C2CC1)C1=CC=NC=C1)C1=C(C(=CC=C1C)O)C)=O